(2S,4R)-1-tert-butoxycarbonyl-4-fluoropyrrolidine-2-carboxylic acid C(C)(C)(C)OC(=O)N1[C@@H](C[C@H](C1)F)C(=O)O